C(C)(C)(C)OC(=O)N1C[C@@H](CCC1)C(NC1=NN(C2=CC=C(C=C12)C1=C(C=C(C=C1)O)Cl)C(C1=CC=CC=C1)(C1=CC=CC=C1)C1=CC=CC=C1)=O (3R)-3-{[5-(2-chloro-4-hydroxyphenyl)-1-trityl-1H-indazol-3-yl]carbamoyl}piperidine-1-carboxylic acid tert-butyl ester